(Ethane-1,2-diyl)bis(2-(4-chloro-2-(1H-pyrazol-4-yl)phenyl)-4-methoxy-1H-benzo[d]imidazole-5-carboxamide) C(CN1C(=NC2=C1C=CC(=C2OC)C(=O)N)C2=C(C=C(C=C2)Cl)C=2C=NNC2)N2C(=NC1=C2C=CC(=C1OC)C(=O)N)C1=C(C=C(C=C1)Cl)C=1C=NNC1